(2S,4R)-4-fluoro-N-[(S)-phenyl[4-(propan-2-yl)phenyl]methyl]-1-[2-(quinolin-5-yl)acetyl]pyrrolidine-2-carboxamide F[C@@H]1C[C@H](N(C1)C(CC1=C2C=CC=NC2=CC=C1)=O)C(=O)N[C@H](C1=CC=C(C=C1)C(C)C)C1=CC=CC=C1